2-(2-amino-2-oxo-ethyl)-4-methyl-N-[6-(trifluoromethyl)-3H-benzimidazol-4-yl]-3,4-dihydro-1H-isoquinoline-7-carboxamide NC(CN1CC2=CC(=CC=C2C(C1)C)C(=O)NC1=CC(=CC=2N=CNC21)C(F)(F)F)=O